tert-butyl (1S,2S,5R)-2-((S)-((7-chloro-8-fluoro-2-(methylthio)-4-oxo-3,4-dihydropyrido[4,3-d]pyrimidin-5-yl)oxy)(cyclopropyl)methyl)-3,8-diazabicyclo[3.2.1]octane-8-carboxylate ClC1=C(C=2N=C(NC(C2C(=N1)O[C@H]([C@@H]1[C@@H]2CC[C@H](CN1)N2C(=O)OC(C)(C)C)C2CC2)=O)SC)F